Tetraethylphosphonium bis(trifluoromethylsulfonyl)imid [N-](S(=O)(=O)C(F)(F)F)S(=O)(=O)C(F)(F)F.C(C)[P+](CC)(CC)CC